(3R,4S)-3-cyclopropyl-4-methyl-1-[6-(3-methylimidazol-4-yl)pyrrolo[1,2-b]pyridazin-4-yl]-2-oxopyrrolidine-3-carbonitrile C1(CC1)[C@]1(C(N(C[C@H]1C)C=1C=2N(N=CC1)C=C(C2)C=2N(C=NC2)C)=O)C#N